(S)-4-((1-(4-(1-(tert-butyl)-1H-imidazol-4-yl)-2,5-difluorophenyl)ethyl)amino)-2-ethyl-2,3-dihydro-1H-pyrrolo[3,4-c]pyridin-1-one C(C)(C)(C)N1C=NC(=C1)C1=CC(=C(C=C1F)[C@H](C)NC1=NC=CC2=C1CN(C2=O)CC)F